C(C)(C)C1CC(C1)N1C(N([C@@H](C1)C#N)C1=CN=CC2=CC=CC=C12)=O (S)-1-((1S,3R)-3-isopropylcyclobutyl)-3-(isoquinoline-4-yl)-2-oxoimidazoline-4-carbonitrile